C1(CC1)C1=CC(=NC(=C1)N1C[C@H](OCC1)C)N1C(N(C=C1C)CC=1C=NN(C1)C(C)C)=O 3-{4-cyclopropyl-6-[(2R)-2-methylmorpholin-4-yl]pyridin-2-yl}-4-methyl-1-{[1-(propan-2-yl)-1H-pyrazol-4-yl]methyl}-1,3-dihydro-2H-imidazol-2-one